5-[(4-bromophenoxypropylthio)methyl]oxazol-2(3H)-thione BrC1=CC=C(OCCCSCC2=CNC(O2)=S)C=C1